COC1=C(C=CC=C1C1=NN(N=C1)C)NC=1C=C(N=NC1C(NC([2H])([2H])[2H])=O)NC(OCC)=O ethyl (5-((2-methoxy-3-(2-methyl-2H-1,2,3-triazol-4-yl)phenyl)amino)-6-((methyl-d3)carbamoyl)pyridazin-3-yl)carbamate